ClC1=C(C(=CC=2NC(=NC21)CC2=C(C=C(C=C2)S(=O)(=O)CC)Cl)Cl)C2=C(C=CC=C2)OC(F)(F)F 4,6-dichloro-2-(2-chloro-4-(ethylsulfonyl)benzyl)-5-(2-(trifluoromethoxy)phenyl)-1H-benzo[d]imidazole